tetrapropyl-diacetoxydistannoxane C(CC)[Sn](O[Sn](OC(C)=O)(OC(C)=O)CCC)(CCC)CCC